N-(2-chloro-6-methylphenyl)-2-((6-(4-((3-(2,4-dioxotetrahydropyrimidin-1(2H)-yl)pyridin-4-yl)methyl)piperazin-1-yl)-2-methylpyrimidin-4-yl)amino)thiazole-5-carboxamide ClC1=C(C(=CC=C1)C)NC(=O)C1=CN=C(S1)NC1=NC(=NC(=C1)N1CCN(CC1)CC1=C(C=NC=C1)N1C(NC(CC1)=O)=O)C